N-hydroxy-7-(4-oxo-3,4-dihydroquinazolin-2-yl)heptanamide ONC(CCCCCCC1=NC2=CC=CC=C2C(N1)=O)=O